[N-](S(=O)(=O)C(F)(F)F)S(=O)(=O)C(F)(F)F.[N-](S(=O)(=O)C(F)(F)F)S(=O)(=O)C(F)(F)F.[N-](S(=O)(=O)C(F)(F)F)S(=O)(=O)C(F)(F)F.[Co+3] cobalt (III) tri[bis(trifluoromethane)sulfonimide]